1-(3,6,7,8-tetrahydro-1H-2,5-diaza-as-indacen-2-yl)-ethanone C1N(CC2=CN=C3CCCC3=C12)C(C)=O